2-(2-(4-isopropylisopropylbenzylidene)hydrazino)benzoic acid C(C)(C)C1=CC=C(C(=NNC2=C(C(=O)O)C=CC=C2)C(C)C)C=C1